3-bromopentafluoro-propene BrC(C(=C(F)F)F)(F)F